O=C1NC(CCC1N1C(C2=CC(=C(C=C2C1=O)N1CCN(CC1)CCOCCOCCOC1CCN(CC1)C(=O)OC(C)(C)C)F)=O)=O t-butyl 4-(2-(2-(2-(4-(2-(2,6-dioxopiperidin-3-yl)-6-fluoro-1,3-dioxoisoindolin-5-yl)piperazin-1-yl)ethoxy)ethoxy)ethoxy)piperidine-1-carboxylate